1-[6-(4-chloroanilino)-2-methylsulfonyl-5-nitro-pyrimidin-4-yl]-4-isopropoxy-piperidine-4-carboxamide ClC1=CC=C(NC2=C(C(=NC(=N2)S(=O)(=O)C)N2CCC(CC2)(C(=O)N)OC(C)C)[N+](=O)[O-])C=C1